CC(C(=O)NC1=C(C(=O)O)C=CC=C1)=CC1=CC=2CCCCC2C=C1 2-(2-methyl-3-(5,6,7,8-tetrahydronaphthalen-2-yl)acrylamido)benzoic acid